NC1=CC=C(C=C1)C=1C2=CC=C(N2)C(=C2C=CC(C(=C3C=CC(=C(C=4C=CC1N4)C4=CC=CC=C4)N3)C3=CC=C(C=C3)N)=N2)C2=CC=CC=C2 5,15-di(4-aminophenyl)-10,20-diphenyl-porphyrin